N1C(=NC=C1)C=CC(=O)O 3-(1H-imidazol-2-yl)-acrylic acid